BrC=1C=C2C(N(C(C2=C(C1)F)(OC1CC(CC1)O)C1=CC=C(C=C1)Cl)CC1=NC=C(C#N)C=C1)=O 6-[5-bromo-1-(4-chloro-phenyl)-7-fluoro-1-(3-hydroxy-cyclopentyloxy)-3-oxo-1,3-dihydro-isoindol-2-ylmethyl]Nicotinonitrile